C(C)OC(=O)[C@@H]1N[C@H]1COC (2R,3R)-3-(methoxymethyl)aziridine-2-carboxylic acid ethyl ester